ethane-1,2-disulfonate dihydrate O.O.C(CS(=O)(=O)O)S(=O)(=O)O